NC1=CC=C(CN2N=CC(=C2)NC2=NC=C(C(=N2)C(C)(C)O)Cl)C=C1 2-(2-((1-(4-aminobenzyl)-1H-pyrazol-4-yl)amino)-5-chloropyrimidin-4-yl)propan-2-ol